COC=1C=C2C=3C=CC=C4C(=C(N(C34)CCOCCOC(C1)=C2)C(=O)O)CCCOC2=CC=CC1=CC=CC=C21 (rac)-12-Methoxy-1-[3-(1-naphthyloxy)propyl]-4,5,7,8-tetrahydro-10,14-(metheno)[1,4,7]dioxazacyclotetradecino[9,8,7-hi]indole-2-carboxylic acid